ClC1=NC=NC=2N(C(C(NC12)=O)=O)CC1=C(C=C(C=C1)OC)OC 4-chloro-8-(2,4-dimethoxybenzyl)-5,8-dihydropteridine-6,7-dione